5-bromo-3-((tert-butoxycarbonyl)amino)pyridine ethyl-formate C(C)OC=O.BrC=1C=C(C=NC1)NC(=O)OC(C)(C)C